FC=1C=NC=CC1C1=CC(=NN1)C(=O)N1CCC(CC1)C(=O)NC1CCC(CC1)C 1-[5-(3-fluoropyridin-4-yl)-1H-pyrazole-3-carbonyl]-N-(4-methylcyclohexyl)piperidine-4-carboxamide